4-{5-[(3-ethyl-4-oxo-2-thioxo-1,3-thiazolidin-5-ylidene)methyl]-2-furyl}benzoic acid C(C)N1C(SC(C1=O)=CC1=CC=C(O1)C1=CC=C(C(=O)O)C=C1)=S